(4-((3-(7-(((Z)-3-fluoro-1-methylpiperidin-4-yl)amino)-3-(2,2,2-trifluoroethyl)benzo[b]thiophen-2-yl)prop-2-yn-1-yl)amino)-3-methoxyphenyl)(4-methylpiperazin-1-yl)methanone FC1CN(CCC1NC1=CC=CC2=C1SC(=C2CC(F)(F)F)C#CCNC2=C(C=C(C=C2)C(=O)N2CCN(CC2)C)OC)C